ClC(=O)[C@@H](OCC1=CC=CC=C1)[C@H](OCC1=CC=CC=C1)[C@H](O)COCC1=CC=CC=C1 1-chloro-2,3,5-tri-O-benzyl-arabinose